6-(2H-1,2,3-triazol-2-yl)benzo[d]thiazol-2-amine N=1N(N=CC1)C1=CC2=C(N=C(S2)N)C=C1